HYDROXYPENTYL-BENZOIC ACID OCCCCCC1=C(C(=O)O)C=CC=C1